(2S)-2-amino-2-(4,4-difluorocyclohexyl)-N-[1-[(2-oxopyrrolidin-3-yl)methyl]pyrazol-4-yl]acetamide, hydrochloride Cl.N[C@H](C(=O)NC=1C=NN(C1)CC1C(NCC1)=O)C1CCC(CC1)(F)F